OCCCC1=C(C=CC(=C1)N)N 2-γ-hydroxypropyl-p-phenylenediamine